Methyl-(5RS)-2-[(5-methyl-1,2-oxazol-3-yl)methyl]-3-oxo-2,3,5,6,7,8-hexahydro[1,2,4]triazolo[4,3-a]pyridine-5-carboxylate COC(=O)[C@H]1CCCC=2N1C(N(N2)CC2=NOC(=C2)C)=O |r|